4-bromo-5-((4-oxocyclohexyl)amino)benzo[d]thiazole-2-carbonitrile BrC1=C(C=CC2=C1N=C(S2)C#N)NC2CCC(CC2)=O